C(C1=CC=CC=C1)(C1=CC=CC=C1)(C1=CC=CC=C1)N1C=NC(=C1)CCCCCCCCC(=O)O 9-(1-tritylimidazol-4-yl)nonanoic Acid